(4aR,8aS)-6-[2-Methyl-3-[[4-(trifluoromethyl)phenyl]methoxy]azetidine-1-carbonyl]-4,4a,5,7,8,8a-hexahydropyrido[4,3-b][1,4]oxazin-3-one CC1N(CC1OCC1=CC=C(C=C1)C(F)(F)F)C(=O)N1C[C@@H]2[C@@H](OCC(N2)=O)CC1